CO[Si](CCCN(CCN(CCN(CCC[Si](OC)(OC)OC)CCC[Si](OC)(OC)OC)CCC[Si](OC)(OC)OC)CCC[Si](OC)(OC)OC)(OC)OC pentaKis(3-trimethoxysilylpropyl)-diethylenetriamine